CC1=C(CN2CCC(CC2)C(=O)O)C(=CC(=C1)C1CN(C1)C1=CC=CC2=CC=CC=C12)C 1-(2,6-dimethyl-4-(1-(naphthalen-1-yl)azetidin-3-yl)benzyl)piperidine-4-carboxylic acid